ethyl 4-(1-(2-fluorophenyl)ethoxy)-5-(methylcarbamoyl)-1H-pyrrole-2-carboxylate FC1=C(C=CC=C1)C(C)OC=1C=C(NC1C(NC)=O)C(=O)OCC